C1(=CC=CC=C1)S(=O)(=O)N1C(=CC=2C1=NC=CC2C=2C(=C(N(N2)CCCO[Si](C)(C)C(C)(C)C)C=O)C2=CC=C(C=C2)F)C2=CC=CC=C2 5-[1-(benzenesulfonyl)-2-phenylpyrrolo[2,3-b]pyridin-4-yl]-2-{3-[(tert-butyldimethylsilyl)oxy]propyl}-4-(4-fluorophenyl)pyrazole-3-carbaldehyde